2-(2-fluoro-4-(2-((8-fluoro-[1,2,4]-triazolo[1,5-a]-pyridin-2-yl)amino)-2-oxoethyl)phenoxy)-nicotinamide FC1=C(OC2=C(C(=O)N)C=CC=N2)C=CC(=C1)CC(=O)NC1=NN2C(C(=CC=C2)F)=N1